C(C)OC=1C=C(C=CC1[N+](=O)[O-])OC1=CC(=C(C=C1)C(F)(F)F)Cl 2-chloro-α,α,α-trifluoro-p-tolyl 3-ethoxy-4-nitrophenyl ether